2-(4-(1H-pyrazol-1-yl)phenyl)-4-((4,4-diphenylpiperidin-1-yl)methyl)-5-methyloxazole N1(N=CC=C1)C1=CC=C(C=C1)C=1OC(=C(N1)CN1CCC(CC1)(C1=CC=CC=C1)C1=CC=CC=C1)C